C[C@@H]1[C@@H](OCC1)C(=O)O |r| (2RS,3SR)-3-methyloxolane-2-carboxylic acid